1-(6-methyl-2,3,7,9-tetrahydro-[1,4]oxazino[3,2-e]isoindol-8(1H)-yl)-2-(1-(2-(trifluoromethyl)pyridin-4-yl)azetidin-3-yl)ethan-1-one CC=1C=C2C(=C3CN(CC13)C(CC1CN(C1)C1=CC(=NC=C1)C(F)(F)F)=O)NCCO2